sodium bis-(trimethyl-silyl)amide C[Si](C)(C)[N-][Si](C)(C)C.[Na+]